N-(1-(8-ethynyl-1-oxo-2-phenyl-1,2-dihydroisoquinolin-3-yl)ethyl)-2-(sulfamoylamino)pyrazolo[1,5-a]pyrimidine-3-carboxamide C(#C)C=1C=CC=C2C=C(N(C(C12)=O)C1=CC=CC=C1)C(C)NC(=O)C=1C(=NN2C1N=CC=C2)NS(N)(=O)=O